NCC1=NNC(C2=CC=C(C=C12)C1(CC1)C(=O)N(CC1=NC=C(C=C1)C(F)(F)F)CC1=C(C=CC=C1F)Cl)=O 1-(4-(aminomethyl)-1-oxo-1,2-dihydrophthalazin-6-yl)-N-(2-chloro-6-fluorobenzyl)-N-((5-(trifluoromethyl)pyridin-2-yl)methyl)cyclopropane-1-carboxamide